(S)-6,6'-Bis(diphenylphosphino)-2,2',3,3'-tetrahydro-5,5'-bibenzo[b][1,4]dioxine C1(=CC=CC=C1)P(C1=C(C2=C(OCCO2)C=C1)C1=C(C=CC=2OCCOC21)P(C2=CC=CC=C2)C2=CC=CC=C2)C2=CC=CC=C2